ClC1=C(C=CC=C1)S(=O)(=N)\C=C\C1=NC=CC=C1Cl (E)-(2-chlorophenyl)(2-(3-chloropyridin-2-yl)vinyl)(imino)-λ6-sulfanone